COC([C@@H](CC1=C(C=C(C=C1F)Br)F)N)=O (R)-2-amino-3-(4-bromo-2,6-difluorophenyl)propanoic acid methyl ester